3-(4-chloro-2-fluoro-5-((3-oxobutan-2-ylamino)oxycarbonyl)phenyl)-1,5-dimethyl-6-thioxo-1,3,5-triazine-2,4-dione ClC1=CC(=C(C=C1C(=O)ONC(C)C(C)=O)N1C(N(C(N(C1=O)C)=S)C)=O)F